The molecule is a branched amino octasaccharide consisting of alpha-D-mannose, beta-D-mannose and two N-acetyl-beta-D-glucosamine residues linked sequentially (1->6), (1->4) and (1->4), to the alpha-D-mannose residue of which are linked (1->3) and (1->6) two further alpha-D-mannose residues and to the beta-D-mannose residue of which is (1->3)-linked an alpha-D-mannosyl-(1->2)-alpha-D-mannose unit. It has a role as an epitope. It is a glucosamine oligosaccharide, an amino octasaccharide and a (Hex)6,7(HexNAc)2. CC(=O)N[C@@H]1[C@H]([C@@H]([C@H](O[C@H]1O)CO)O[C@H]2[C@@H]([C@H]([C@@H]([C@H](O2)CO)O[C@H]3[C@H]([C@H]([C@@H]([C@H](O3)CO[C@@H]4[C@H]([C@H]([C@@H]([C@H](O4)CO[C@@H]5[C@H]([C@H]([C@@H]([C@H](O5)CO)O)O)O)O)O[C@@H]6[C@H]([C@H]([C@@H]([C@H](O6)CO)O)O)O)O)O)O[C@@H]7[C@H]([C@H]([C@@H]([C@H](O7)CO)O)O)O[C@@H]8[C@H]([C@H]([C@@H]([C@H](O8)CO)O)O)O)O)O)NC(=O)C)O